4-(3-cyclopropoxyphenoxy)-1H-1,2,3-triazole C1(CC1)OC=1C=C(OC=2N=NNC2)C=CC1